5-Chloropyrazolo[1,5-a]pyrimidine-3-amine ClC1=NC=2N(C=C1)N=CC2N